C(C)C1N(C2=CC=C(C=C2CC1)CC)S(=O)(=O)C=1C=CC(=C(CO)C1)OCCS(=O)(=O)C 5-((2,6-diethyl-3,4-dihydroquinolin-1(2H)-yl)sulfonyl)-2-(2-(methylsulfonyl)ethoxy)benzyl alcohol